[4-(6-trifluoromethyl-pyridin-2-yl)-6-(2-trifluoromethyl-pyridin-4-ylamino)-[1,3,5]triazin-2-ylamino]-piperidine-1-carboxylic acid methyl ester COC(=O)N1C(CCCC1)NC1=NC(=NC(=N1)C1=NC(=CC=C1)C(F)(F)F)NC1=CC(=NC=C1)C(F)(F)F